cis-methyl-2-(2,4-dimethoxybenzyl)-1-oxooctahydro-1H-pyrido[1,2-c]pyrimidine-7-carboxylate COC(=O)[C@@H]1CC[C@@H]2N(C(N(CC2)CC2=C(C=C(C=C2)OC)OC)=O)C1